2-(4-methoxybenzyl)-8-(naphthalen-1-ylmethyl)-6-oxo-9-(3-(trifluoromethyl)phenyl)-3,4-dihydro-2H,6H-pyrido[1,2-e][1,2,5]thiadiazine-4-carboxylic acid 1,1-dioxide COC1=CC=C(CN2S(C=3N(C(C2)C(=O)O)C(C=C(C3C3=CC(=CC=C3)C(F)(F)F)CC3=CC=CC2=CC=CC=C32)=O)(=O)=O)C=C1